FC1=CC=C(CNC(=O)C2=CC=C(C=C2)C2=CC=C(O2)\C=C/2\C(=NN(C2=O)C=2C=C(C(=O)OCC)C=CC2)C)C=C1 (Z)-Ethyl 3-(4-((5-(4-((4-fluorobenzyl)carbamoyl)phenyl)furan-2-yl)methylene)-3-methyl-5-oxo-4,5-dihydro-1H-pyrazol-1-yl)benzoate